C[C@]1([C@@H]([C@H]([C@@]2(OC3=C([C@@]21O)C(=CC(=C3)OCCCCN)OC)C3=CC=C(C=C3)OC)C3=CC=CC=C3)C(=O)OC(CC)(O)O)O Propanetriol methyl-(1R,2R,3S,3aR,8bS)-6-(4-aminobutoxy)-1,8b-dihydroxy-8-methoxy-3a-(4-methoxyphenyl)-3-phenyl-2,3,3a,8b-tetrahydro-1H-cyclopenta[b]benzofuran-2-carboxylate